NC[C@@]1([C@@H]2CCN(C[C@H]12)C1=CC(N(C(=N1)C)C1=C(C(=CC=C1)Cl)Cl)=O)C1=C(C=CC(=C1)F)F 6-((1S,6R,7R)-7-(aminomethyl)-7-(2,5-difluorophenyl)-3-azabicyclo[4.1.0]heptan-3-yl)-3-(2,3-dichlorophenyl)-2-methylpyrimidin-4(3H)-one